FC1=CC=C(C=C1)N1C[C@@H](N(CC1)CC[C@@H]1OC(C2(C1)CCN(CC2)C(=O)OC)=O)C methyl (R)-3-(2-((S)-4-(4-fluorophenyl)-2-methylpiperazin-1-yl)ethyl)-1-oxo-2-oxa-8-azaspiro[4.5]decane-8-carboxylate